C1(CC1)C1=NNC(=C1)NC(C(C)C1=NN(C=C1)C1=CC(=C(C=C1)F)F)=O N-(3-cyclopropyl-1H-pyrazol-5-yl)-2-(1-(3,4-difluorophenyl)-1H-pyrazol-3-yl)propanamide